N-((S)-4-((S)-7-(2-amino-7-fluorobenzo[d]thiazol-4-yl)-6-fluoro-3-(1-(morpholinomethyl)cyclopropyl)-2,3-dihydro-[1,4]dioxino[2,3-b][1,6]naphthyridin-10-yl)-1,4-oxazepan-6-yl)acrylamide NC=1SC2=C(N1)C(=CC=C2F)C=2N=CC=1C(=C3C(=NC1C2F)O[C@H](CO3)C3(CC3)CN3CCOCC3)N3CCOC[C@H](C3)NC(C=C)=O